4-fluorobenzothiazole-2-thiol FC1=CC=CC2=C1N=C(S2)S